CN1C(=NC=C1)C#CC 1-methyl-2-(prop-1-yn-1-yl)-1H-imidazole